1-[4-(cyanomethyl)-1-[[4-(cyclohexen-1-yl)phenyl]methyl]-3-fluoro-4-piperidyl]-3-(cyclopropanecarbonylamino)pyrazole-4-carboxamide C(#N)CC1(C(CN(CC1)CC1=CC=C(C=C1)C1=CCCCC1)F)N1N=C(C(=C1)C(=O)N)NC(=O)C1CC1